NC1=C2C(=NC=N1)NN=C2I 4-amino-3-iodo-1H-pyrazolo[3,4-d]pyrimidin